C(C)(C)(C)OC(=O)N1CCC2(CC1)C(C1=C3C(=NC=C1N2C)N(C=C3)S(=O)(=O)C3=CC=C(C)C=C3)=O 6-methyl-8-oxo-3-tosyl-6,8-dihydro-3H-spiro[dipyrrolo[2,3-b:3',2'-d]pyridine-7,4'-piperidine]-1'-carboxylic acid tert-butyl ester